NC=1C(=NC(=CN1)C1=CC=C(C=C1)CN1CCOCC1)C(=O)NC1=CC(=CC(=C1)O)O 3-amino-N-(3,5-dihydroxyphenyl)-6-(4-(morpholinomethyl)phenyl)pyrazine-2-carboxamide